ClC=1C=C2C(=NC1OC)N(C=C2C(=O)C=2C=NN(C2C(F)(F)F)C2=CN=CC1=C(C=CC=C21)F)C (5-chloro-6-methoxy-1-methyl-1H-pyrrolo[2,3-b]pyridin-3-yl)[1-(8-fluoroisoquinolin-4-yl)-5-(trifluoromethyl)-1H-pyrazol-4-yl]methanone